4,4'-(1H-benzo[d]imidazole-4,7-diyl)dibenzoic acid N1C=NC2=C1C(=CC=C2C2=CC=C(C(=O)O)C=C2)C2=CC=C(C(=O)O)C=C2